ClC=1C=CC(=NC1C(F)(F)F)[C@@H]1CN2[C@H](CO1)CN(CC2)C(=O)OC(C)(C)C tert-butyl (3S,9aS)-3-(5-chloro-6-(trifluoromethyl)pyridin-2-yl)hexahydropyrazino[2,1-c][1,4]oxazine-8(1H)-carboxylate